C(C1=CC=CC=C1)OC1=C(C(=CC=C1)F)C1=C(C=CC(=N1)F)F 6-(2-(benzyloxy)-6-fluoro-phenyl)-2-fluoro-5-fluoro-pyridine